ClC1=C(C(=CC=C1)Cl)C1CN(C1)C1=CC=C(C=N1)CN1CCC(CC1)C(=O)O 1-((6-(3-(2,6-dichlorophenyl)azetidin-1-yl)pyridin-3-yl)methyl)piperidine-4-carboxylic acid